methyl (S)-4-amino-3-hydroxybutyrate NC[C@H](CC(=O)OC)O